methyl 2-(5-bromo-3-chloro-6-methyl-2-pyridyl)-2-methyl-propanoate BrC=1C=C(C(=NC1C)C(C(=O)OC)(C)C)Cl